(S)-1-ferrocenylethyldimethylamine [C-]1(C=CC=C1)[C@H](C)N(C)C.[CH-]1C=CC=C1.[Fe+2]